1-fluoro-11-oxo-10,11-dihydrodibenzo[b,f][1,4]thiazepine-8-carboxylic acid FC1=CC=CC2=C1C(NC1=C(S2)C=CC(=C1)C(=O)O)=O